2-[2-(5-acetamido-2-thienyl)-5-methyl-1-piperidyl]-N-(6-amino-5-methyl-3-pyridyl)-2-oxo-acetamide C(C)(=O)NC1=CC=C(S1)C1N(CC(CC1)C)C(C(=O)NC=1C=NC(=C(C1)C)N)=O